2-cyclopropyl-1-[4-methyl-5-(4,4,5,5-tetramethyl-1,3,2-dioxaborolan-2-yl)pyridin-2-yl]ethanone C1(CC1)CC(=O)C1=NC=C(C(=C1)C)B1OC(C(O1)(C)C)(C)C